OC(C=1N=C(NC1)C=1C=C(OC2=C(C=3C=CNC3C=C2)C(=O)OC)C=CC1)C1=CC=CC=C1 Methyl 5-(3-(4-(hydroxy(phenyl)methyl)-1H-imidazol-2-yl)phenoxy)-1H-indole-4-carboxylate